FC(C=1C=C(C=C(C1)C(F)(F)F)C1=NN(C=N1)\C=C/C(=O)OC(C)C)(F)F Isopropyl (Z)-3-(3-(3,5-bis(trifluoromethyl)phenyl)-1H-1,2,4-triazol-1-yl)acrylate